2-(2-bromo-4-methoxyphenyl)-2,3-dihydroquinazolin-4(1H)-one BrC1=C(C=CC(=C1)OC)C1NC2=CC=CC=C2C(N1)=O